C(C)(=O)OC monomethyl acetate